BrC=1C=NC=C(C1C)OCC1=CC(=CC=C1)Cl 3-bromo-5-[(3-chlorophenyl)methoxy]-4-methyl-pyridine